8-azido-2-chloro-7,8-dihydro-1,6-naphthyridine-6(5H)-carboxylic acid tert-butyl ester C(C)(C)(C)OC(=O)N1CC=2C=CC(=NC2C(C1)N=[N+]=[N-])Cl